dicarbonyl-butyryl-bis(3,4-dimethylcyanophenoxy)silane C(=O)=C(C(=O)[SiH](OC1=C(C(=C(C=C1)C)C)C#N)OC1=C(C(=C(C=C1)C)C)C#N)CC=C=O